C1NCC(C12CCNCC2)N 2,8-diazaspiro[4.5]Decan-4-amine